OC=1C=C2CC[C@@H]([C@@H](C2=CC1)C1=CC=C(C=C1)N1CCN(CC1)CCC=1C=C2CN(C(C2=CC1)=O)C1C(NC(CC1)=O)=O)C1=CC=CC=C1 3-(5-(2-(4-(4-((1R,2S)-6-hydroxy-2-phenyl-1,2,3,4-tetrahydronaphthalen-1-yl)phenyl)piperazin-1-yl)ethyl)-1-oxoisoindolin-2-yl)piperidine-2,6-dione